CC1=NN=C2N1C=C(C=C2C)C[C@@H]2CC[C@H](CC2)C(=O)N2OCC[C@H]2C2=CC=C(C=C2)F trans-[4-[(3,8-dimethyl-[1,2,4]triazolo[4,3-a]pyridin-6-yl)methyl]cyclohexyl]-[(3S)-3-(4-fluorophenyl)isoxazolidin-2-yl]methanone